CN1N=CC(=C1C1=CC=C(N=N1)OCC1C[C@@H]2[C@@H](CN(C2)CC(CCC)C)C1)C (3aR,6aS)-5-[[6-(2,4-dimethylpyrazol-3-yl)pyridazin-3-yl]oxymethyl]-2-(2-methylpentyl)-3,3a,4,5,6,6a-hexahydro-1H-cyclopenta[c]pyrrole